1,4-bis(((R)-morpholin-2-yl)methoxy)butane N1C[C@@H](OCC1)COCCCCOC[C@H]1CNCCO1